C1CN(CCC12CCNCC2)CC=2C=CC(=NC2)NC2=NC=C(C(=N2)C2=CC1=C(N=C3N1[C@@H](CC3)CF)C(=C2)F)F (S)-N-(5-((3,9-diazaspiro[5.5]undecan-3-yl)methyl)pyridin-2-yl)-5-fluoro-4-(5-fluoro-1-(fluoromethyl)-2,3-dihydro-1H-benzo[d]pyrrolo[1,2-a]imidazol-7-yl)pyrimidin-2-amine